6-(2-Fluoro-4-methoxyphenyl)-N-(1H-pyrazol-3-ylsulfonyl)-2-(2,4,6-trimethylphenoxy)pyridin-3-carboxamid FC1=C(C=CC(=C1)OC)C1=CC=C(C(=N1)OC1=C(C=C(C=C1C)C)C)C(=O)NS(=O)(=O)C1=NNC=C1